3-((4,4-bis((8-fluorooctyl)oxy)butanoyl)oxy)-2-(((((1-ethylpiperidin-3-yl)methoxy)carbonyl)oxy)methyl)propyl (9Z,12Z)-octadeca-9,12-dienoate C(CCCCCCC\C=C/C\C=C/CCCCC)(=O)OCC(COC(CCC(OCCCCCCCCF)OCCCCCCCCF)=O)COC(=O)OCC1CN(CCC1)CC